C1(=CC=C(C=C1)C=1C2=CN(N=C2C=CC1)CC=1C=C(C(=O)O)C=CC1)C=1CCCCC1 3-((4-(2',3',4',5'-tetrahydro-[1,1'-biphenyl]-4-yl)-2H-indazol-2-yl)methyl)benzoic acid